CC=1C=C(C=CC1)[O-] 3-methylphenolate